OC(C(C(=O)[O-])(C)C)C 3-hydroxy-2,2-dimethylbutanoate